(4-(5-(2-(4,4-difluoropiperidin-1-yl)-6-methylpyrimidin-4-yl)oxazol-2-yl)-3-(6-azaspiro[2.5]octan-6-yl)phenyl)-2-hydroxyethane-1-sulfonamide FC1(CCN(CC1)C1=NC(=CC(=N1)C1=CN=C(O1)C1=C(C=C(C=C1)C(CO)S(=O)(=O)N)N1CCC2(CC2)CC1)C)F